C1(=CC=CC2=CC=CC=C12)C1=CC=C(C=C1)NC1=CC=CC=C1 N-[4-(1-naphthalenyl)phenyl]benzeneamine